[6-(tert-butoxycarbonylamino)-3-pyridyl]boronic acid C(C)(C)(C)OC(=O)NC1=CC=C(C=N1)B(O)O